2-benzyl-2,5-diaza-bicyclo[2.2.1]heptane dihydrobromide Br.Br.C(C1=CC=CC=C1)N1C2CNC(C1)C2